(2S)-1-[2-[(3S)-3-[(6-fluoro-5-quinolinyl)amino]pyrrolidin-1-yl]acetyl]pyrrolidine-2-carbonitrile FC=1C(=C2C=CC=NC2=CC1)N[C@@H]1CN(CC1)CC(=O)N1[C@@H](CCC1)C#N